((4-Amino-2,5-dimethylphenyl)imino)(isopropyl)(phenyl)-λ6-sulfanone NC1=CC(=C(C=C1C)N=S(=O)(C1=CC=CC=C1)C(C)C)C